O1C(CCCCCCCCCC\C=C/CC1)=O (Z)-oxacyclohexadecan-13-en-2-one